C(C)(C)(C)OC(=O)N1CC(CCC1)C(=O)N1CC2(C1)CC(C2)NC(=O)NCC2=CC=C(C=C2)OC 3-(6-(3-(4-methoxybenzyl)ureido)-2-azaspiro[3.3]heptane-2-carbonyl)piperidine-1-carboxylic acid tert-butyl ester